BrC1=CC=C(C=C1)S(=O)(=O)CP(OCC)(OCC)=O Diethyl [(4-bromobenzenesulfonyl)methyl]phosphonate